N-(6-(5-(hydroxymethyl)-1-methyl-1H-pyrazol-4-yl)isoquinolin-3-yl)tetrahydro-2H-pyran-4-carboxamide tert-Butyl-3-[6-(4-isopropyl-N-methyl-anilino)-3-pyridyl]azetidine-1-carboxylate C(C)(C)(C)OC(=O)N1CC(C1)C=1C=NC(=CC1)N(C1=CC=C(C=C1)C(C)C)C.OCC1=C(C=NN1C)C=1C=C2C=C(N=CC2=CC1)NC(=O)C1CCOCC1